CS(=O)(=O)N1CCC(CC1)C1=NOC(=N1)C1=CC=2C(C3=CC=CC=C3C(C2C=C1)=O)=O 2-(3-(1-(methyl-sulfonyl)piperidin-4-yl)-1,2,4-oxadiazol-5-yl)anthracene-9,10-dione